ethyl 5-amino-4-bromobenzothiophene-2-carboxylate NC=1C=CC2=C(C=C(S2)C(=O)OCC)C1Br